2-aminomethyl-cyclopentylamine NCC1C(CCC1)N